C(C)(C)(C)OC(=O)N\N=C\C1=C(C(=O)O)C=CC=C1 (E)-2-((2-(tert-butoxycarbonyl)hydrazono)methyl)benzoic acid